ClC1=NC=C(C(=C1)NCCCO)I 3-((2-Chloro-5-iodopyridin-4-yl)amino)propan-1-ol